hexylpyrrolidine CCCCCCN1CCCC1